C(C)N1CC(CC(C1)C)C 1-ethyl-3,5-dimethyl-piperidine